[Zr].C1(C=CC2=CC=CC=C12)C(C1C=CC2=CC=CC=C12)[Si](C)(C)C bis(indenyl)methyl-trimethylsilane zirconium